8-{4-(trifluoromethyl)phenoxy}isoquinoline-5-carbonitrile FC(C1=CC=C(OC2=CC=C(C=3C=CN=CC23)C#N)C=C1)(F)F